1,3-bis(β-cyclopropylpropyl)propaneN C1(CC1)C(CC=CCCC(C)C1CC1)C